ethyl ketoxime C(C)C(=NO)CC